pentaerythritol tetrakis(3-laurylsulfanyl propionate) C(CCCCCCCCCCC)SCCC(=O)OCC(COC(CCSCCCCCCCCCCCC)=O)(COC(CCSCCCCCCCCCCCC)=O)COC(CCSCCCCCCCCCCCC)=O